(Ra)-6-(4-Chloro-1-(4-(thiazol-2-yl)benzyl)-1H-indazol-7-carboxamido)spiro[3.3]heptan ClC1=C2C=NN(C2=C(C=C1)C(=O)NC1CC2(CCC2)C1)CC1=CC=C(C=C1)C=1SC=CN1